(R)-(+)-4-((5-(3-Hydroxy-3-methyl-2-oxoindolin-1-yl)pyridin-3-yl)methyl)phthalazin-1(2H)-one 4-methyl-benzenesulfonate CC1=CC=C(C=C1)S(=O)(=O)O.O[C@]1(C(N(C2=CC=CC=C12)C=1C=C(C=NC1)CC1=NNC(C2=CC=CC=C12)=O)=O)C